C(C)(C)OC(=O)C=1C=C(C(=O)O)C=CC1 3-(isopropoxycarbonyl)benzoic acid